(5s,7r,8r,9s,10r)-8-hydroxy-7-(hydroxymethyl)-9-(4-(3,4,5-trifluorophenyl)-1H-1,2,3-triazol-1-yl)-1,6-dioxaspiro[4.5]dec-10-yl 3,5-difluorobenzoate FC=1C=C(C(=O)O[C@@H]2[C@H]([C@H]([C@H](O[C@@]23CCCO3)CO)O)N3N=NC(=C3)C3=CC(=C(C(=C3)F)F)F)C=C(C1)F